(2-(4-methoxybenzyl)-2,6-dihydropyrrolo[3,4-c]pyrazol-5(4H)-yl)-N,N-dimethylbenzamide COC1=CC=C(CN2N=C3C(=C2)CN(C3)C3=C(C(=O)N(C)C)C=CC=C3)C=C1